6-Amino-N-(3-chloro-4-(trifluoromethyl)phenyl)-3,4-dihydro-2,7-naphthyridine-2(1H)-carboxamide NC=1C=C2CCN(CC2=CN1)C(=O)NC1=CC(=C(C=C1)C(F)(F)F)Cl